4-[3-[2,6-Dichloro-4-[4-(oxetan-3-yl)piperazin-1-yl]benzoyl]-2,4-dihydro-1,3-benzoxazin-8-yl]-5-fluoro-2-morpholin-4-ylbenzoic acid ClC1=C(C(=O)N2COC3=C(C2)C=CC=C3C3=CC(=C(C(=O)O)C=C3F)N3CCOCC3)C(=CC(=C1)N1CCN(CC1)C1COC1)Cl